methyl cis-2-(((4-hydroxy-4-(2-methoxyphenyl)cyclohexyl)oxy)-methyl)-3-((methylsulfonyl)amino)piperidine-1-carboxylate OC1(CCC(CC1)OC[C@@H]1N(CCC[C@@H]1NS(=O)(=O)C)C(=O)OC)C1=C(C=CC=C1)OC